1,1,3,3-tetrachlorobromo-1,3-disilacyclohexane Cl[Si]1(C([Si](CCC1)(Cl)Cl)Br)Cl